Methyl 2-[(4-bromo-2,5-difluoro-phenyl)methyl]-3-[(1R,2R)-2-methoxy-1-methyl-propyl]benzimidazole-5-carboxylate BrC1=CC(=C(C=C1F)CC=1N(C2=C(N1)C=CC(=C2)C(=O)OC)[C@@H]([C@@H](C)OC)C)F